2-(3-benzoylphenyl)guanidine propionate C(CC)(=O)O.C(C1=CC=CC=C1)(=O)C=1C=C(C=CC1)N=C(N)N